N-(tert-butoxycarbonyl)-1-(7-methylthiothieno[3,2-d]pyrimidin-4-yl)-4-piperidinyl-amine C(C)(C)(C)OC(=O)NC1CCN(CC1)C=1C2=C(N=CN1)C(=CS2)SC